N-(5-(5-cyano-3-methoxyquinoxalin-6-ylamino)-2-fluorophenyl)propane-1-sulfonamide C(#N)C1=C2N=C(C=NC2=CC=C1NC=1C=CC(=C(C1)NS(=O)(=O)CCC)F)OC